ClC1=C(C=C(C(=C1)Cl)OC)NC1=C(C=NC2=CC(=C(C=C12)OC)OCC=1C=C2C(N(C(C2=CC1)=O)C1C(NC(CC1)=O)=O)=O)C#N 4-((2,4-dichloro-5-methoxyphenyl)amino)-7-((2-(2,6-dioxopiperidin-3-yl)-1,3-dioxoisoindolin-5-yl)methoxy)-6-methoxyquinoline-3-carbonitrile